B([O-])(O)O.C(C(=O)O)(=O)O.CC(C(C)=O)C(C)=O.[Li+] lithium (3-methyl-2,4-pentanedione) oxalate borate